C(C1=CC=CC=C1)=C1CN(C2=C(C=3N1C=1C=CC=CC1C3)C=3C=CC=CC3C=C2)S(=O)(=O)C2=CC=C(C)C=C2 9-benzylidene-7-p-toluenesulfonyl-8,9-dihydro-7H-naphtho[2',1':5,6][1,4]diazepino[1,7-a]indole